C(C)(=O)N1[C@@H](CN(CC1)C(=O)C1=CC=C(C(=O)N2C[C@H]([C@@H](C2)C(=O)N[C@@H]2[C@H](C2)C2=CC=CC=C2)C(=O)N[C@@H]2[C@H](C2)C2=CC=CC=C2)C=C1)C(NCCCCC)=O (3S,4S)-1-(4-((S)-4-acetyl-3-(pentylcarbamoyl)piperazine-1-carbonyl)benzoyl)-N3,N4-bis((1S,2R)-2-phenylcyclopropyl)pyrrolidine-3,4-dicarboxamide